C(C(C)C)OC(C(C(C(=O)OCC(C)C)C(C)(C)C)C(C)(C)C)=O 2,3-di-tert-butylsuccinic acid diisobutyl ester